N,N-bis-tert-butoxycarbonyl-4-methyl-5-(1-tert-butylpyrazol-4-yl)-1,3-thiazol-2-amine C(C)(C)(C)OC(=O)N(C=1SC(=C(N1)C)C=1C=NN(C1)C(C)(C)C)C(=O)OC(C)(C)C